4-fluoro-2-(3-(methyl(2,2,6,6-tetramethylpiperidin-4-yl)amino)-1,2,4-triazin-6-yl)-5-(1H-pyrazol-1-yl)phenol FC1=CC(=C(C=C1N1N=CC=C1)O)C1=CN=C(N=N1)N(C1CC(NC(C1)(C)C)(C)C)C